hydroxyIron phosphate P(=O)([O-])([O-])[O-].O[Fe+3]